ClC=1C(=C(C=CC1)NC=1C2=C(N=CN1)C=CC(=N2)[C@@H]2CNCC2)F N-(3-chloro-2-fluoro-phenyl)-6-[(3S)-pyrrolidin-3-yl]pyrido[3,2-d]pyrimidin-4-amine